C(C1=CC=CC=C1)(C1=CC=CC=C1)(C1=CC=CC=C1)N1N=CC(=C1)C1(OC2=C(C=NC=C2)N)CC=CC=C1 4-(1-(trityl-1H-pyrazol-4-yl)phenoxy)pyridin-3-amine